O=C(OC)CCCOCCOCCOCCCCCCOC1=CC=C(C=C1)[C@@H](C)NC(=O)C=1C=C(C=CC1)NC1(CCN(CC1)C(=O)OC(C)(C)C)C1=NN=C(N1)C1=CC=NC=C1 (R)-tert-butyl 4-(3-(1-(4-(3-oxo-2,7,10,13-tetraoxanonadecan-19-yloxy)phenyl)ethylcarbamoyl)phenylamino)-4-(5-(pyridin-4-yl)-4H-1,2,4-triazol-3-yl)piperidine-1-carboxylate